N1(CCOCC1)CCCOC1=NNC2=NC=C(C=C21)N[C@@H]2CC[C@H](CC2)N2C(N(CC2=O)C=2C=NC=C(C2)C(F)(F)F)=O 3-[trans-4-[[3-(3-morpholin-4-ylpropoxy)-1H-pyrazolo[3,4-b]pyridin-5-yl]amino]cyclohexyl]-1-[5-(trifluoromethyl)pyridin-3-yl]imidazolidine-2,4-dione